2,4,5,6-tetrahydropyrrolo[3,4-c]pyrazole-4-carboxylic acid hydrochloride Cl.N=1NC=C2C1CNC2C(=O)O